N-{[4-(furan-2-yl)phenyl]methyl}-6-methyl-1-(2-methylpropanoyl)-4-[(pyridin-4-yl)methyl]piperazine-2-carboxamide O1C(=CC=C1)C1=CC=C(C=C1)CNC(=O)C1N(C(CN(C1)CC1=CC=NC=C1)C)C(C(C)C)=O